(dimethylamino)-4-nitro-[1,1'-biphenyl] CN(C)C1=C(C=CC(=C1)[N+](=O)[O-])C1=CC=CC=C1